Cl.CN(C1CCC(CC1)N)C (1r,4r)-N1,N1-dimethylcyclohexane-1,4-diamine HCl salt